3-propanetriol C(CO)C(O)O